FC(C(=O)O)(F)F.O1NOC2=C1C=CC(=C2)C(=O)N benzo[d][1,3]dioxazole-5-carboxamide trifluoroacetate